4-(cyclohexyloxy)butanoic acid C1(CCCCC1)OCCCC(=O)O